1-tert-butyl-N-[[3-[4-[[(3S,4R)-3-fluoro-1-methyl-4-piperidyl]amino]-1-(2,2,2-trifluoroethyl)indol-2-yl]-1,2,4-oxadiazol-5-yl]methyl]pyrazolo[4,3-c]pyridin-4-amine C(C)(C)(C)N1N=CC=2C(=NC=CC21)NCC2=NC(=NO2)C=2N(C1=CC=CC(=C1C2)N[C@H]2[C@H](CN(CC2)C)F)CC(F)(F)F